[NH4+].CC(C(C(=O)O)O)(CO)C 3,3-dimethyl-2,4-dihydroxybutyric acid ammonium